4-(2,4-difluorobenzyloxy)-1-(2-(aminomethyl)-4-methylpyridin-5-yl)-3-bromo-6-methylpyridin-2(1H)-one FC1=C(COC2=C(C(N(C(=C2)C)C=2C(=CC(=NC2)CN)C)=O)Br)C=CC(=C1)F